CC1CN(CC(O1)C)C(=O)NN 2,6-dimethylmorpholine-4-carbohydrazide